ClC1=C(C(=CC=C1)C)C12CN(CC(CC1)N2C(=O)N)CC2=C(N=C1N2C=CC=C1)C1=CC=C(C=C1)Cl (2-Chloro-6-methylphenyl)-3-{[2-(4-chlorophenyl)imidazo[1,2-a]pyridin-3-yl]methyl}-3,8-diazabicyclo[3.2.1]octane-8-carboxamide